7-(3-amino-8-fluoroisoquinolin-1-yl)-8-fluoro-2-(((2R,7aS)-2-fluorohexahydro-1H-pyrrolizin-7a-yl)methoxy)pyrido[4,3-d]pyrimidin NC=1N=C(C2=C(C=CC=C2C1)F)C1=C(C=2N=C(N=CC2C=N1)OC[C@]12CCCN2C[C@@H](C1)F)F